C(C1=CC=CC=C1)N1CC(CCC1)C1=NNC(=N1)C1=CC=C(C=C1)NC(C1=CC(=CC=C1)CN1CCS(CC1)(=O)=O)=O N-[4-[3-(1-Benzylpiperidin-3-yl)-1H-1,2,4-triazol-5-yl]phenyl]-3-[(1,1-dioxo-1,4-thiazinan-4-yl)methyl]benzamide